C(OC1(C(C(/C(=C(/C2=CC=C(OC(=O)OCCNC(C(C(C)C)NC(OC(C)(C)C)=O)=O)C=C2)\[2H])/[2H])(C=C(C1)OC([2H])([2H])[2H])[2H])([2H])[2H])[2H])([2H])([2H])[2H] Tert-butyl (E)-(1-((2-(((4-(3,5-bis(methoxy-d3)styryl-d6)phenoxy)carbonyl) oxy)ethyl)amino)-3-methyl-1-oxobutan-2-yl)carbamate